methoxy-2-nitro-4-(4-(trifluoromethoxy)phenoxy)benzene COC1=C(C=C(C=C1)OC1=CC=C(C=C1)OC(F)(F)F)[N+](=O)[O-]